tris(3,5-dimethylpyrazolyl)boric acid CC1=NNC(=C1OB(OC=1C(=NNC1C)C)OC=1C(=NNC1C)C)C